ClC1=CC(=C(S1)C1=CC=C(O[C@@H]2C[C@H](CCC2)C(=O)O)C=C1)NC(=O)O[C@H](C)C1=C(C=CC=C1)Cl (1S,3S)-3-{4-[5-chloro-3-({[(1R)-1-(2-chlorophenyl)ethoxy]carbonyl}amino)thiophen-2-yl]phenoxy}cyclohexane-1-carboxylic acid